(R or S)-1-(5-(4-amino-5-methyl-6-(trifluoromethyl)nicotinoyl)-2-(4-cyclopropyl-2-hydroxyphenyl)-2,3,4,5,5a,6,8,9-octahydro-7H-1,2,5,7-tetraazabenzo[cd]azulen-7-yl)prop-2-en-1-one NC1=C(C(=NC=C1C(=O)N1CCC=2N(N=C3CCN(C[C@H]1C23)C(C=C)=O)C2=C(C=C(C=C2)C2CC2)O)C(F)(F)F)C |o1:20|